C(C)(C)N1N=C(C=2C1=NC=NC2N)C2=CC1=CC=C(C=C1C=C2)OCC2=CC=NC=C2 1-isopropyl-3-(6-(pyridin-4-ylmethoxy)naphthalen-2-yl)-1H-pyrazolo[3,4-d]pyrimidin-4-amine